4-amino-2-(difluoromethyl)benzene NC1=CC(=CC=C1)C(F)F